3-methyl-2-(1H-1,2,3-triazol-1-yl)pyridine-3,5-diamine CC1(C(N=CC(=C1)N)N1N=NC=C1)N